3-(((1-(fluoromethyl)cyclopropyl)methyl)amino)-4-nitrobenzoic acid ethyl ester C(C)OC(C1=CC(=C(C=C1)[N+](=O)[O-])NCC1(CC1)CF)=O